(2,4-difluorophenyl)quinazoline-2,4-diamine FC1=C(C=CC(=C1)F)C1=C2C(=NC(=NC2=CC=C1)N)N